(3-chloro-6-(difluoromethyl)-2-fluorophenyl)-3-methyl-N-(1-((S)-1-(4-methyl-5-((1R,5S)-2-oxo-3-azabicyclo[3.1.0]hex-3-yl)pyrimidin-2-yl)ethyl)-1H-pyrazol-4-yl)pyrazine-2-carboxamide ClC=1C(=C(C(=CC1)C(F)F)C=1N=C(C(=NC1)C(=O)NC=1C=NN(C1)[C@@H](C)C1=NC=C(C(=N1)C)N1C([C@@H]2C[C@@H]2C1)=O)C)F